C1(CC1)CN1CC2=C(CC1)NN=C2C(=O)N2CCC(CC2)C2=C(C(=C(C=C2)F)F)C(F)(F)F (5-(cyclopropylmethyl)-4,5,6,7-tetrahydro-1H-pyrazolo-[4,3-c]pyridin-3-yl)(4-(3,4-difluoro-2-(trifluoromethyl)phenyl)piperidin-1-yl)methanone